N1(CCC1)C=1SC(=CN1)C1=CC=C(C=C1)C[C@H]1N(C[C@@H]([C@H]1O)OC(=O)OC(C)(C)C)C(=O)OC(C)(C)C tert-butyl (2R,3S,4S)-2-({4-[2-(azetidin-1-yl)-1,3-thiazol-5-yl]phenyl}methyl)-4-[(tert-butoxycarbonyl)oxy]-3-hydroxypyrrolidine-1-carboxylate